[2-(7-Bromo-2H-1,3-benzodioxol-5-yl)ethoxy](tert-butyl)dimethylsilane BrC1=CC(=CC2=C1OCO2)CCO[Si](C)(C)C(C)(C)C